C(#N)C1=C(N=C2N(C1=O)C=C(C=C2[C@@H](C)NC2=C(C(=O)O)C=CC=C2)C)N2CCN(CC2)S(=O)(=O)C (R)-2-((1-(3-cyano-7-methyl-2-(4-(methylsulfonyl)piperazin-1-yl)-4-oxo-4H-pyrido[1,2-a]pyrimidin-9-yl)ethyl)amino)benzoic acid